ClC=1C=C(C=CC1CN1C(=NC=C1)C(C)C)C1=C(SC(=C1)CC(C)C)S(=O)(=O)NC1=NC=CC=N1 3-[3-chloro-4-[(2-isopropylimidazol-1-yl)methyl]phenyl]-5-isobutyl-N-pyrimidin-2-yl-thiophene-2-sulfonamide